CC1CC(CCC1)NC(=O)C1CCN(CC1)C(=O)C1=NNC(=C1)C1=CC=NC=C1 N-(3-methylcyclohexyl)-1-[5-(pyridin-4-yl)-1H-pyrazole-3-carbonyl]piperidine-4-carboxamide